tert-Butyl 4-[3-[[6-[[2-chloro-6-[3-[[1-(trifluoromethyl)cyclopropyl] methoxy]pyrazol-1-yl]pyridine-3-carbonyl]sulfamoyl]-2-pyridyl]amino]propyl]-2,2-dimethyl-pyrrolidine-1-carboxylate ClC1=NC(=CC=C1C(=O)NS(=O)(=O)C1=CC=CC(=N1)NCCCC1CC(N(C1)C(=O)OC(C)(C)C)(C)C)N1N=C(C=C1)OCC1(CC1)C(F)(F)F